C(CCCCCCC\C=C/CCCCCCCC)(=O)OC methyl Z-oleate